(1R,5S,6s) or (1R,5R,6r)-6-(((3-fluoro-6-(1-methyl-1H-pyrazol-4-yl)pyrazolo[1,5-a]pyridin-4-yl)oxy)methyl)-3-azabicyclo[3.1.1]heptane FC=1C=NN2C1C(=CC(=C2)C=2C=NN(C2)C)OCC2[C@H]1CNC[C@@H]2C1 |o1:19|